ClC1=C(C(=CC=C1)F)NC(C1=C(C=C(C(=C1)F)C=1NC(=C(N1)CO)CC)O[C@H](C(F)(F)F)C)=O (S)-N-(2-chloro-6-fluorophenyl)-4-(5-ethyl-4-(hydroxymethyl)-1H-imidazol-2-yl)-5-fluoro-2-((1,1,1-trifluoropropan-2-yl)oxy)benzamide